ClC1=C(C=CC=C1)NC=1SC2=C(N1)CC[C@@]1([C@H]3CC[C@]/4([C@H]([C@@H]3CC=C12)CC\C4=N/O)C)C (5aR,5bS,7aS,10aS,10bR,E)-2-((2-chlorophenyl)amino)-5a,7a-dimethyl-4,5,5a,5b,6,7,7a,9,10,10a,10b,11-dodecahydro-8H-cyclopenta[7,8]phenanthro[2,1-d]thiazol-8-one oxime